OC1=CC=C2C3=C(C(OC2=C1)=O)CCCC3 3-hydroxy-7,8,9,10-tetrahydro-6H-benzo[c]chromen-6-one